1-((3s,4r)-1-((1,2,3-thiadiazol-4-yl)methyl)-4-(3,4-difluorophenyl)pyrrolidin-3-yl)-3-(4-methyl-3-(1-methyl-1H-imidazol-4-yl)-1-phenyl-1H-pyrazol-5-yl)urea S1N=NC(=C1)CN1C[C@H]([C@@H](C1)C1=CC(=C(C=C1)F)F)NC(=O)NC1=C(C(=NN1C1=CC=CC=C1)C=1N=CN(C1)C)C